tert-Butyl (1S,4s)-4-(5-(((1R,2S)-2-(((R)-3,3-dimethylbutan-2-yl)carbamoyl)cyclopentyl)carbamoyl)-2-fluoro-4-methoxyphenoxy)-1-methylcyclohexane-1-carboxylate CC([C@@H](C)NC(=O)[C@@H]1[C@@H](CCC1)NC(=O)C=1C(=CC(=C(OC2CCC(CC2)(C(=O)OC(C)(C)C)C)C1)F)OC)(C)C